6-(benzyloxy)-2-(2-methoxyethyl)-3,4-dihydro-isoquinolin-1(2H)-one C(C1=CC=CC=C1)OC=1C=C2CCN(C(C2=CC1)=O)CCOC